COC1=CC=C(C=N1)C(C)(C)NC(=O)C=1C=2C[C@@H]3[C@H](C2N(N1)C1=C(C=C(C=C1)F)F)C3 (1aR,5aR)-2-(2,4-difluoro-phenyl)-1a,2,5,5a-tetrahydro-1H-2,3-diaza-cyclopropa[a]pentalene-4-carboxylic acid (1-(6-methoxypyridin-3-yl)-1,1-dimethyl-methyl)-amide